FC(C(=C(C(C(F)(F)F)(C(F)(F)F)C(F)(F)F)C(C(F)(F)F)(C(F)(F)F)F)F)(F)F perfluoro-4,4-dimethyl-3-isopropyl-2-pentene